N-(1-(2-((6-(4-methylpiperazin-1-yl)pyridin-3-yl)amino)quinazolin-8-yl)piperidin-3-yl)acrylamide CN1CCN(CC1)C1=CC=C(C=N1)NC1=NC2=C(C=CC=C2C=N1)N1CC(CCC1)NC(C=C)=O